1-((3-(benzylamino)pyridin-4-yl)methyl)-1H-pyrrole-2-carboxylic acid C(C1=CC=CC=C1)NC=1C=NC=CC1CN1C(=CC=C1)C(=O)O